2-(3-methylphenyl)-4,5-dihydro-oxazole CC=1C=C(C=CC1)C=1OCCN1